The molecule is an octadecenoyl-CoA that results from the formal condensation of the thiol group of coenzyme A with the carboxy group of oleic acid. It has a role as an Escherichia coli metabolite and a mouse metabolite. It derives from a coenzyme A. It is a conjugate acid of an oleoyl-CoA(4-). CCCCCCCC/C=C\\CCCCCCCC(=O)SCCNC(=O)CCNC(=O)[C@@H](C(C)(C)COP(=O)(O)OP(=O)(O)OC[C@@H]1[C@H]([C@H]([C@@H](O1)N2C=NC3=C(N=CN=C32)N)O)OP(=O)(O)O)O